diaminotetraphenylimidazolin-2-one NC=1C(=C(C=CC1)C1(NC(NC1(C1=CC=CC=C1)C1=CC=CC=C1)=O)C1=CC=CC=C1)N